tert-butyl (S)-4-(5-chloro-4-(3-((2-(imidazo[1,2-a]pyridin-3-yl)propan-2-yl)(methyl)carbamoyl) azetidin-1-yl)pyrimidin-2-yl)-2-methylpiperazine-1-carboxylate ClC=1C(=NC(=NC1)N1C[C@@H](N(CC1)C(=O)OC(C)(C)C)C)N1CC(C1)C(N(C)C(C)(C)C1=CN=C2N1C=CC=C2)=O